BrC1=CC(=NC=C1)C=1N(C=C(N1)C1=CC=CC=C1)COCC[Si](C)(C)C 4-bromo-2-(4-phenyl-1-{[2-(trimethylsilyl)ethoxy]methyl}-1H-imidazol-2-yl)pyridine